beta-Valerolacton C1(CC(CC)O1)=O